FC(C=1C=C(C=C(C1)C(F)(F)F)N1CCNCC1)(F)F 1-[3,5-bis(trifluoromethyl)phenyl]piperazine